benzyl 3-(5-(1-((tert-butylsulfinyl)amino)-2,2-difluoro-2-(phenylsulfonyl)ethyl)-6-methoxypyridin-3-yl)-4,4-difluoropiperidine-1-carboxylate C(C)(C)(C)S(=O)NC(C(S(=O)(=O)C1=CC=CC=C1)(F)F)C=1C=C(C=NC1OC)C1CN(CCC1(F)F)C(=O)OCC1=CC=CC=C1